FC=1C=C(OC2=C3[C@H](C([C@H](C3=C(C=C2)SC(F)(F)F)O)(F)F)F)C=C(C1)F (1S,3R)-4-(3,5-difluorophenoxy)-2,2,3-trifluoro-7-(trifluoromethylsulfanyl)indan-1-ol